N-(3-chloro-5-(methylsulfonamido)phenyl)-4-(3-((3-(dimethylphosphoryl)-5-fluorobenzyl)oxy)-5-(3-(trifluoromethyl)azetidin-1-yl)pyridin-2-yl)-5-methylthiophene-2-carboxamide ClC=1C=C(C=C(C1)NS(=O)(=O)C)NC(=O)C=1SC(=C(C1)C1=NC=C(C=C1OCC1=CC(=CC(=C1)F)P(=O)(C)C)N1CC(C1)C(F)(F)F)C